NCC[Na] aminoethyl-sodium